pyrrol-5-amine N1C=CC=C1N